5-methyl-2-isopropyl-cyclohexanecarboxamide CC1CCC(C(C1)C(=O)N)C(C)C